4-iodobenzoic acid-(docosahexenoylaminoethyl) ester C(C=CC=CC=CC=CC=CC=CCCCCCCCCC)(=O)NCCOC(C1=CC=C(C=C1)I)=O